3-bromo-5-(2-ethyl-6-fluoroimidazo[1,2-a]pyrimidine-3-carbonyl)-2-hydroxybenzonitrile BrC=1C(=C(C#N)C=C(C1)C(=O)C1=C(N=C2N1C=C(C=N2)F)CC)O